2-(3-hydroxycyclohexyl)acetic acid OC1CC(CCC1)CC(=O)O